6-((1-benzylpiperidin-4-yl)methoxy)pyridin-3-amine C(C1=CC=CC=C1)N1CCC(CC1)COC1=CC=C(C=N1)N